di(n-hexyl)ethoxysilane C(CCCCC)[SiH](OCC)CCCCCC